FC1(CC[C@@H](N(C1)C(=O)C1=NC(=CC=C1C)NC1=NC=CC(=C1)OC)CNC(C)=O)F (R)-N-((5,5-Difluoro-1-(6-((4-methoxypyridin-2-yl)amino)-3-methylpyridine-2-carbonyl)Piperidin-2-yl)methyl)acetamide